(hex-5-en-1-yl)-1,1,3,3-tetramethyldisiloxane C(CCCC=C)[Si](O[SiH](C)C)(C)C